cis-2-carbamimidamidocyclopropane-1-carboxylic acid N(C(=N)N)[C@@H]1[C@@H](C1)C(=O)O